Cl.Cl.CN(C1CCC(CC1)N)C (1r,4r)-N1,N1-dimethylcyclohexane-1,4-diamine dihydrochloride